azido-4-nitrobenzene N(=[N+]=[N-])C1=CC=C(C=C1)[N+](=O)[O-]